O1COC2=C1C=CC(=C2)C2(NC(C(=C2O)C(=O)C2CC2)=O)C2=CC=CC=C2 (1,3-benzodioxol-5-yl)-4-(cyclopropane-carbonyl)-3-hydroxy-2-phenyl-2H-pyrrol-5-one